ClC=1N=CC=2C3=C(C(=NC2C1F)N1CC(C1)N(C)C)N=C(N3C3C1CN(C3C1)C(=O)OC(C)(C)C)CCC(=O)OC tert-butyl (endo)-5-(7-chloro-4-(3-(dimethylamino)azetidin-1-yl)-6-fluoro-2-(3-methoxy-3-oxopropyl)-1H-imidazo[4,5-c][1,6]naphthyridin-1-yl)-2-azabicyclo[2.1.1]hexane-2-carboxylate